(S)-4-(5-(ethoxycarbonyl)-2-(thiazol-2-yl)-6-(2,3,4-trifluorophenyl)-3,6-dihydropyrimidin-4-yl)cubane-1-carboxylic acid C(C)OC(=O)C1=C(NC(=N[C@@H]1C1=C(C(=C(C=C1)F)F)F)C=1SC=CN1)C12C3C4C5(C(C14)C2C53)C(=O)O